phenylantimony chloride C1(=CC=CC=C1)[Sb](Cl)Cl